tert-butyl 4,4-dimethylpyrrolidine-1-carboxylate CC1(CCN(C1)C(=O)OC(C)(C)C)C